n-eicosyl methanoate C(=O)OCCCCCCCCCCCCCCCCCCCC